2-(4-(3-bromonaphthalen-1-yl)phenyl)-4,6-diphenyl-1,3,5-triazine BrC=1C=C(C2=CC=CC=C2C1)C1=CC=C(C=C1)C1=NC(=NC(=N1)C1=CC=CC=C1)C1=CC=CC=C1